N-((1-(5-fluoropyridin-2-yl)pyrrolidin-3-yl)methyl)-4-(4-((4-(methylsulfonyl)benzyl)oxy)phenyl)-1H-imidazole-1-carboxamide FC=1C=CC(=NC1)N1CC(CC1)CNC(=O)N1C=NC(=C1)C1=CC=C(C=C1)OCC1=CC=C(C=C1)S(=O)(=O)C